(S)-N-(1-(3-Fluoro-4-methoxyphenyl)ethyl)-2-(3-isopropyl-1,7-dimethyl-4-oxo-1H-pyrazolo[3,4-d]pyridazin-5(4H)-yl)acetamid FC=1C=C(C=CC1OC)[C@H](C)NC(CN1N=C(C2=C(C1=O)C(=NN2C)C(C)C)C)=O